CC=1C=C(C=C(C1)C)C1=C(C(=NC(=C1N1C2=CC=C(C=C2C=2C=C(C=CC12)C1=CC=CC=C1)C1=CC=CC=C1)N1C2=CC=C(C=C2C=2C=C(C=CC12)C1=CC=CC=C1)C1=CC=CC=C1)N1C2=CC=C(C=C2C=2C=C(C=CC12)C1=CC=CC=C1)C1=CC=CC=C1)N1C2=CC=C(C=C2C=2C=C(C=CC12)C#N)C#N 9-(4-(3,5-dimethylphenyl)-2,5,6-tris(3,6-diphenyl-9H-carbazol-9-yl)pyridin-3-yl)-9H-carbazole-3,6-dicarbonitrile